3-(6-chloro-4-ethyl-1H-imidazo[4,5-c]pyridin-2-yl)-5-{2-fluoro-6-[(2H3)methyloxy]phenyl}-1,6-naphthyridin-2(1H)-one methanesulfonate CS(=O)(=O)O.ClC1=CC2=C(C(=N1)CC)N=C(N2)C=2C(NC1=CC=NC(=C1C2)C2=C(C=CC=C2OC([2H])([2H])[2H])F)=O